2-Chloro-9-(4-ethynyltetrahydro-2H-pyran-4-yl)-7-methyl-7,9-dihydro-8H-purin-8-one ClC1=NC=C2N(C(N(C2=N1)C1(CCOCC1)C#C)=O)C